N-isopropyl-N'-phenylphenylenediamine C(C)(C)NC1=C(C=CC=C1)NC1=CC=CC=C1